1,1,1,3,3,3-hexafluoro-propan-2-yl (R or S)-1-(methyl-(pyridin-2-yl)-carbamoyl)-6-azaspiro[2.5]-octane-6-carboxylate CN(C(=O)[C@@H]1CC12CCN(CC2)C(=O)OC(C(F)(F)F)C(F)(F)F)C2=NC=CC=C2 |o1:4|